(R)-3-(1-((7-chloro-4-((dimethylamino)methyl)pyrido[3,4-d]pyridazin-1-yl)amino)ethyl)-2-methylbenzonitrile ClC1=CC=2C(=C(N=NC2N[C@H](C)C=2C(=C(C#N)C=CC2)C)CN(C)C)C=N1